(1S,4S)-5-((S)-8-((4-(difluoromethoxy)phenyl)sulfonyl)-8-azaspiro[4.5]decan-2-yl)-2-oxa-5-azabicyclo[2.2.1]heptane FC(OC1=CC=C(C=C1)S(=O)(=O)N1CCC2(CC[C@@H](C2)N2[C@@H]3CO[C@H](C2)C3)CC1)F